C(=O)(O)C(=O)N=C=O carboxycarboxylic acid compound with isocyanate